FC1=CC=C(C=C1)C1(CCC1)C(=O)OC methyl 1-(4-fluorophenyl)cyclobutanecarboxylate